FC1=C(C(C#N)=C(C(=C1OC1=CC=C(C=C1)C(=O)OC1=CC=C(C=C1)C)OC1=CC=C(C=C1)C(=O)OC1=CC=C(C=C1)C)F)C#N 3,6-difluoro-4,5-bis[4-((4-Methylphenoxy)carbonyl)phenoxy]phthalonitrile